CP(=O)(C)C1=CC(=C(C(=O)NC2=CC(=NC=C2)OC)C=C1)OC1=C(C=C(C=C1)F)C 4-(dimethylphosphoryl)-2-(4-fluoro-2-methylphenoxy)-N-(2-methoxypyridin-4-yl)benzamide